C(C)(=O)C=1C=C(OC1CN1CCNCC1)S(=O)(=O)NC(NC1=C2CCCC2=C(C=2CCCC12)F)=O 4-acetyl-N-((8-fluoro-1,2,3,5,6,7-hexahydro-s-indacen-4-yl)carbamoyl)-5-(piperazin-1-ylmethyl)furan-2-sulfonamide